C1(=CC=CC=C1)C=1C(=NC2=CC=CC=C2N1)OB(O)O (3-phenylquinoxalin-2-yl)boric acid